1-(4-(5-(5-methyl-1H-pyrrolo[2,3-b]pyridin-4-yl)pyridin-3-yl)phenyl)pyrrolidin-2-one CC=1C(=C2C(=NC1)NC=C2)C=2C=C(C=NC2)C2=CC=C(C=C2)N2C(CCC2)=O